C(C)(C)(C)OC(=O)N1CCN(CC1)C(C)C=1C=CC2=C(N=C(O2)C)C1 4-(1-(2-methylbenzo[d]oxazol-5-yl)ethyl)piperazine-1-carboxylic acid tert-butyl ester